3-methylbenzothiazole tetrafluoroborate F[B-](F)(F)F.CN1CSC2=C1C=CC=C2